BrC1=CC(=C(C=O)C=C1C)C 4-bromo-2,5-dimethylbenzaldehyde